3-cyano-2-(4-methyl-piperazinyl)-5-(pyridin-4-yl)-pyridine C(#N)C=1C(=NC=C(C1)C1=CC=NC=C1)N1CCN(CC1)C